CN1N=CC(=C1)CC(=O)O (1-METHYL-1H-PYRAZOL-4-YL)-ACETIC ACID